C(C)(C)[Si](O[C@@H]1CCCC(C=2C1=NC=CC2)=O)(C(C)C)C(C)C (R)-9-triisopropylsiloxy-6,7,8,9-tetrahydro-5H-cyclohepta[b]pyridin-5-one